sulfonylbutylether S(=O)(=O)=CCCCOCCCC=S(=O)=O